3-(azepan-1-yl)-5-methyl-6-(trifluoromethyl)pyridazine-4-carboxylic acid N1(CCCCCC1)C=1N=NC(=C(C1C(=O)O)C)C(F)(F)F